CP(=O)(C)C1=CC(=C(COC2=CC=CC(=N2)C2CCN(CC2)CC2=NC3=C(N2C[C@H]2OCC2)C=C(C=C3)C(=O)O)C=C1)F (S)-2-((4-(6-((4-(dimethylphosphoryl)-2-fluorobenzyl)oxy)pyridine-2-yl)piperidin-1-yl)methyl)-1-(oxetan-2-ylmethyl)-1H-benzo[d]imidazole-6-carboxylic acid